Thiophosphoramidate P([O-])([O-])(=S)N